C(N)(=O)C1=CN(C2=CC=C(C=C12)NC(=O)N1CC(CCC1)(F)F)CC(=O)O 2-(3-carbamoyl-5-(3,3-difluoropiperidine-1-carboxamido)-1H-indol-1-yl)acetic acid